C(CCCCCCC)(=O)OC(CSCCCCCC(CCCCCSCC(CCCCCC)OC(CCCCCCC)=O)NCCCCO[Si](C1=CC=CC=C1)(C1=CC=CC=C1)C(C)(C)C)CCCCCC ((6-((4-(tert-butyldiphenylsilyloxy)butyl)-amino)undecane-1,11-diyl)bis(sulfanediyl))bis-(octane-1,2-diyl) dioctanoate